C(C)(C)(C)OC(=O)N1CCC(CC1)C=1C=C2C(=C(NC2=CC1)C=1C=C(C=2N(C1)C=C(N2)C(=O)OCC)OC)C(C)C ethyl 6-(5-(1-(tert-butoxycarbonyl)piperidin-4-yl)-3-isopropyl-1H-indol-2-yl)-8-methoxyimidazo[1,2-a]pyridine-2-carboxylate